ClC1=CC=C(C(=N1)C(=O)O)N[C@H](C)C1=C2N=C(C(=NC2=CC(=C1)C)C#N)C1=C(C=CC=C1)C#N (R)-6-chloro-3-((1-(2-cyano-3-(2-cyanophenyl)-7-methylquinoxalin-5-yl)ethyl)amino)picolinic acid